tris(2,2,6,6-tetramethyl-4-piperidyl) benzene-1,3,5-tricarboxylate C1(=CC(=CC(=C1)C(=O)OC1CC(NC(C1)(C)C)(C)C)C(=O)OC1CC(NC(C1)(C)C)(C)C)C(=O)OC1CC(NC(C1)(C)C)(C)C